CC1(CC(C1)(O)C1=CC=2C(=NC(=CC2)C2=CC=3C(N=C2)=NN(C3)C)S1)C(F)(F)F 3-methyl-1-(6-(2-methyl-2H-pyrazolo[3,4-b]pyridin-5-yl)thieno[2,3-b]pyridin-2-yl)-3-(trifluoromethyl)cyclobutanol